4,4'-bis((t-butyldimethylsilyl)oxy)-2'-(1-hydroxyethyl)-[1,1'-biphenyl] [Si](C)(C)(C(C)(C)C)OC1=CC=C(C=C1)C1=C(C=C(C=C1)O[Si](C)(C)C(C)(C)C)C(C)O